(3-Hydroxycyclobutyl)-(1-piperidyl)methanone OC1CC(C1)C(=O)N1CCCCC1